NC1=NC(=NC=C1/C=C/C(=O)OCC)OC ethyl (E)-3-(4-amino-2-methoxy-pyrimidin-5-yl)prop-2-enoate